difluoromethoxy-7-nitro-3,4-dihydroisoquinoline-2(1H)-carboxylate FC(OC1N(CCC2=CC=C(C=C12)[N+](=O)[O-])C(=O)[O-])F